Cl.COC1=C(C=C(C=C1)CCC)C1=NOC(=C1)CN1CCNCC1 3-(2-methoxy-5-propylphenyl)-5-(piperazine-1-ylmethyl)isoxazole hydrochloride salt